C(\C=C/C(=O)OCCCC)(=O)OCCCC din-butyl maleate